FC1=C2C(C=C(N(C2=CC(=C1)C1=NC(=NC=C1F)N[C@H]1[C@@H](COCC1)O)C(C)C)C(=O)OC)=O methyl 5-fluoro-7-(5-fluoro-2-(((3S,4R)-3-hydroxytetrahydro-2H-pyran-4-yl)amino)pyrimidin-4-yl)-1-isopropyl-4-oxo-1,4-dihydroquinoline-2-carboxylate